C1(CC1)C(C(=O)N1CCN(CC1)C1=C2C(N(C(C2=CC=C1)=O)C1C(NC(CC1)=O)=O)=O)NC(C1=CC=CC=C1)=O N-(1-cyclopropyl-2-(4-(2-(2,6-dioxopiperidin-3-yl)-1,3-dioxoisoindolin-4-yl)-piperazin-1-yl)-2-oxoethyl)benzamide